6-chloropyrimidine-4-carbonyl chloride ClC1=CC(=NC=N1)C(=O)Cl